4-((4-bromophenoxy)methyl)pyridine BrC1=CC=C(OCC2=CC=NC=C2)C=C1